CC(=CC#N)CCC=C(CC)C 3,7-Dimethyl-2,6-nonadiennitril